(S)-ethyl 3-(7-methyl-2-oxo-3-(pentan-3-yl)-5-phenyl-2,3-dihydro-1H-benzo[e][1,4]diazepin-1-yl)propanoate CC1=CC2=C(N(C([C@@H](N=C2C2=CC=CC=C2)C(CC)CC)=O)CCC(=O)OCC)C=C1